(S)-2-((tert-butoxycarbonyl)amino)-3-(3-(methylsulfonyl)phenyl)propanoic acid C(C)(C)(C)OC(=O)N[C@H](C(=O)O)CC1=CC(=CC=C1)S(=O)(=O)C